3-[6-methyl-5-(2-methyl-2-(oxan-2-yloxy)propoxy)pyrazin-2-yl]-1H-indole-7-carbonitrile CC1=C(N=CC(=N1)C1=CNC2=C(C=CC=C12)C#N)OCC(C)(OC1OCCCC1)C